C[Si](OC(CCCCCN(CCCCCC(O[Si](C)(C)CCCCCCCC)OCCCCCCCC)CC=1N=NN(C1)[C@H]1C(O[C@@H]([C@H]([C@@H]1O)O)CO)O)OCCCCCCCC)(CCCCCCCC)C (3R,4R,5S,6R)-3-(4-((bis(6-((dimethyl(octyl)silyl)oxy)-6-(octyloxy)hexyl)amino)methyl)-1H-1,2,3-triazol-1-yl)-6-(hydroxymethyl)tetrahydro-2H-pyran-2,4,5-triol